zinc bistrifluoromethylsulfinate FC(F)(F)S(=O)([O-])C(F)(F)F.[Zn+2].FC(F)(F)S(=O)([O-])C(F)(F)F